Cl.N[C@H](C(=O)NC1=NC=CC(=C1)C(C)N1C(N[C@@H](C1)C(F)(F)F)=O)C1CCC(CC1)(F)F (2S)-2-Amino-2-(4,4-difluorocyclohexyl)-N-(4-(1-((S)-2-oxo-4-(trifluoromethyl)imidazolidin-1-yl)ethyl)pyridin-2-yl)acetamide hydrochloride